5-(8-((1S,2S)-2-(1-(2,2,2-trifluoroethyl)-1H-indazol-5-yl)cyclopropyl)-[1,2,4]triazolo[1,5-b]pyridazin-6-yl)pyrimidine-2,4(1H,3H)-dione FC(CN1N=CC2=CC(=CC=C12)[C@@H]1[C@H](C1)C=1C=2N(N=C(C1)C=1C(NC(NC1)=O)=O)N=CN2)(F)F